ClC1=CC=C(C=N1)N1C(NC2=C1C=CC(=C2)C#N)=O 1-(6-chloropyridin-3-yl)-2-oxo-2,3-dihydro-1H-benzo[d]imidazole-5-carbonitrile